4-(1,3-dithiolan-2-yl)benzoic acid S1C(SCC1)C1=CC=C(C(=O)O)C=C1